oct-enoyl chloride C(C=CCCCCC)(=O)Cl